FC1=C2C(=NN=C(C2=C(C(=C1F)F)F)Cl)Cl 5,6,7,8-tetrafluoro-1,4-dichlorophthalazine